hydroxyIminoDisuccinic acid ON(C(C(=O)O)CC(=O)O)C(C(=O)O)CC(=O)O